C1(=CC=CC=C1)C(N1[C@@H]([C@H](C1)C(C(=O)OC)S(=O)(=O)C)C)C1=CC=CC=C1 methyl 2-[(2r,3s)-1-(diphenylmethyl)-2-methylazetidin-3-yl]-2-methylsulfonylacetate